5-(8-oxa-3-azabicyclo[3.2.1]octan-3-yl)pyrazolo[1,5-a]pyrimidine-3-carboxylic acid C12CN(CC(CC1)O2)C2=NC=1N(C=C2)N=CC1C(=O)O